1-(bromomethyl)-4-chloro-2,5-difluorobenzene BrCC1=C(C=C(C(=C1)F)Cl)F